5,7-dichloro-8-fluoro-2-sulfanylidene-1H,2H,3H,4H-pyrido[4,3-d]pyrimidin-4-one ClC1=NC(=C(C=2NC(NC(C21)=O)=S)F)Cl